(1S,3S,4S)-5,5-Difluoro-N-[(E,1S)-3-fluoro-3-methylsulfonyl-1-[[(3S)-2-oxopyrrolidin-3-yl]methyl]allyl]-2-(9-hydroxyfluorene-9-carbonyl)-2-azabicyclo[2.2.2]octane-3-carboxamide FC1([C@@H]2[C@H](N([C@H](C1)CC2)C(=O)C2(C1=CC=CC=C1C=1C=CC=CC21)O)C(=O)N[C@H](\C=C(\S(=O)(=O)C)/F)C[C@H]2C(NCC2)=O)F